NCCCCCNC(=O)C1=CC=C(C=C1)NC(=O)[C@H]1[C@@H]([C@]2(C(NC3=CC(=CC=C23)Cl)=O)C2(N1)CCCCC2)C2=C(C(=CC=C2)Cl)F (3'R,4'S,5'R)-N-(4-((5-aminopentyl)carbamoyl)phenyl)-6''-chloro-4'-(3-chloro-2-fluorophenyl)-2''-oxodispiro[cyclohexane-1,2'-pyrrolidine-3',3''-indoline]-5'-carboxamide